N1(C=NC=C1)C1=NC=C(C=N1)C=O 2-(1H-imidazol-1-yl)pyrimidine-5-carbaldehyde